C(C1CCC(CC1)N=C=O)C1CCC(CC1)N=C=O methylenebis(4-isocyanatocyclohexane)